FC1=CC(=C(CC2(CC2)C(=O)N[C@@H]2[C@H](CNCC2)F)C=C1)C (4-fluoro-2-methylbenzyl)-N-((3S,4S)-3-fluoropiperidin-4-yl)cyclopropane-1-carboxamide